OC1=CC(=C(C=C1)C1=CC(=CC(=C1)O)CN1[C@H](CCC1)C(=O)N[C@@H](C)C1=CC(=C(C(=O)OCC)C=C1)O)C ethyl 4-((S)-1-((R)-1-((4',5-dihydroxy-2'-methyl-[1,1'-biphenyl]-3-yl) methyl) pyrrolidine-2-carboxamido) ethyl)-2-hydroxybenzoate